C(OC(=O)OCCCC)(OC(C)(C)C)=O butoxycarbonyl tert-butyl carbonate